Cl.NC1CC2CCC(C1)N2C(=O)C2=CC(=C(S2)C2=C(C=C(C=C2)C)F)C2=CC(=C(C#N)C=C2)F 4-(5-(3-amino-8-azabicyclo[3.2.1]octane-8-carbonyl)-2-(2-fluoro-4-methylphenyl)thiophen-3-yl)-2-fluorobenzonitrile hydrochloride